N-(4-fluoro-3-methoxy-phenyl)-3-[6-[(2-methoxyacetyl)amino]-3-pyridyl]-N,7-dimethyl-benzimidazole-5-carboxamide FC1=C(C=C(C=C1)N(C(=O)C1=CC2=C(N=CN2C=2C=NC(=CC2)NC(COC)=O)C(=C1)C)C)OC